(2,6-dimethoxyphenyl)(2-methyl-3-phenyl-2,4,5,7-tetrahydro-6H-pyrazolo[3,4-c]pyridin-6-yl)methanone COC1=C(C(=CC=C1)OC)C(=O)N1CC=2C(CC1)=C(N(N2)C)C2=CC=CC=C2